(2-aminoethyl)-2-aminoethanesulfonate NCCOS(=O)(=O)CCN